O=C1NC(CCC1N1C(C2=CC=C(C=C2C1=O)CN1CCN(CC1)C1CCNCC1)=O)=O 2-(2,6-dioxopiperidin-3-yl)-5-((4-(piperidin-4-yl)piperazin-1-yl)methyl)isoindoline-1,3-dione